BrC1=CC2=C(OC(CN2)C)N=C1 7-bromo-3-methyl-2,3-dihydro-1H-pyrido[2,3-b][1,4]oxazine